C(C)(C)(C)C1=CC(=NO1)NC(=O)NC1=CC=C(C=C1)N1C=NC2=C1C=CC(=C2)OCC2OCCC2 1-(5-tert-butyl-isoxazol-3-yl)-3-{4-[5-(tetrahydro-furan-2-ylmethoxy)-benzoimidazol-1-yl]-phenyl}-urea